C1(=CC=CC=C1)[SiH2]C1=CC=CC2=CC=CC=C12 phenyl-(naphthyl)silane